CC1=CC=C(C=C1)S(=O)(=O)NCC1(CCCC1)C(=O)O 1-((4-Methylphenylsulfonylamino)methyl)cyclopentanecarboxylic acid